(S)-N-(1-(quinolin-3-yl)ethyl)-amide N1=CC(=CC2=CC=CC=C12)[C@H](C)[NH-]